CN1CCN(CC1)CCO N-methyl-N'-hydroxyethyl-piperazine